N[C@@H](CC1=CC(=CC(=C1)F)F)C1=NC2=C(C=CC=C2C(N1C=1C=CC(=C2C(=NN(C12)C)NS(=O)(=O)C)Cl)=O)C(=O)OC methyl (S)-2-(1-amino-2-(3,5-difluorophenyl)ethyl)-3-(4-chloro-1-methyl-3-(methylsulfonamido)-1H-indazol-7-yl)-4-oxo-3,4-dihydroquinazoline-8-carboxylate